C(CCCCCCCCCCCCCCCCC)(=O)N(CCOP(OC[C@@H](CO)O)(=O)O)C(CCCCCCCCCCCCCCCCC)=O Distearoyl-sn-glycero-3-phosphoethanolamin